N-(2-(2-benzyl-4-(1-(pyridin-3-ylmethyl)-1H-pyrazol-3-yl)-5,7-dihydro-6H-pyrrolo[3,4-d]pyrimidin-6-yl)-2-oxoethyl)methanesulfonamide C(C1=CC=CC=C1)C=1N=C(C2=C(N1)CN(C2)C(CNS(=O)(=O)C)=O)C2=NN(C=C2)CC=2C=NC=CC2